COC1(CC1)C1=NNC(=C1)C(=O)[O-] 3-(1-methoxycyclopropyl)-1H-pyrazole-5-carboxylate